CC1=NC=C(C=N1)NC1=NC=CC2=CC(=CC=C12)O[C@@H]1C[C@@H](CCC1)O (1R,3S)-3-((1-((2-methylpyrimidin-5-yl)amino)isoquinolin-6-yl)oxy)cyclohexan-1-ol